CC1(CO1)OC1(C)CO1 di(2-epoxypropyl) ether